2-(4-Carboxy-3',4'-difluoro[1,1'-biphenyl]-3-yl)-1,3-dioxo-2,3-dihydro-1H-isoindole C(=O)(O)C1=C(C=C(C=C1)C1=CC(=C(C=C1)F)F)N1C(C2=CC=CC=C2C1=O)=O